S(=O)(=O)(O)[O-].N1=NC(=CC=C1)C1=CN=[N+](C=C1)CCC(=O)OC(C)(C)C tert-butyl 3-(4-pyridazin-3-ylpyridazin-1-ium-1-yl)propanoate hydrogen sulfate